hexafluoro-2-(p-tolyl)isopropanol CC1=CC=C(C=C1)C(C(F)(F)F)(C(F)(F)F)O